(S)-N-(chroman-4-yl)-8-cyclopentyl-4-(dimethylamino)quinoline-3-carboxamide sodium [Na].O1CC[C@@H](C2=CC=CC=C12)NC(=O)C=1C=NC2=C(C=CC=C2C1N(C)C)C1CCCC1